C(CCCCCCCCCCC)NC(=O)C1=CC2=C(NC=N2)C=C1 N-Dodecyl-1H-benzo[d]imidazole-5-carboxamide